(5S,8S)-N-((4-(4-chloro-phenyl)thiazol-2-yl)methyl)-5-fluoro-8-hydroxy-5,6,7,8-tetrahydroquinoline-5-carboxamide ClC1=CC=C(C=C1)C=1N=C(SC1)CNC(=O)[C@]1(C=2C=CC=NC2[C@H](CC1)O)F